COC=1C=2N(C=C(C1)C=1C=NN(C1)C1CCN(CC1)C(=O)C1C(NC1)C)N=CC2C#N 4-methoxy-6-(1-(1-(2-methylazetidine-3-carbonyl)piperidin-4-yl)-1H-pyrazol-4-yl)pyrazolo[1,5-a]pyridine-3-carbonitrile